N1=C(C=CC=C1)CN(CC1=NC=CC=C1)CC1=NC=C(C(=O)NC[C@H](CO)O)C=C1 (R)-6-((bis(pyridin-2-ylmethyl)amino)methyl)-N-(2,3-dihydroxypropyl)nicotinamide